N-[2-[(2R)-3-(3,4-dihydro-1H-isoquinolin-2-yl)-2-hydroxy-propyl]-1-oxo-3,4-dihydroisoquinolin-6-yl]pyridine-4-carboxamide C1N(CCC2=CC=CC=C12)C[C@H](CN1C(C2=CC=C(C=C2CC1)NC(=O)C1=CC=NC=C1)=O)O